6-(2-hydroxy-4,6-dimethylphenyl)-1,2,4-triazin OC1=C(C(=CC(=C1)C)C)C1=CN=CN=N1